1,3-Dimethylpyrrolidinium methansulfonat CS(=O)(=O)[O-].C[NH+]1CC(CC1)C